Benzyl (S)-4-{[(benzyloxy)carbonyl]amino}-5-[(4-{[(2S)-1,5-bis({2-[(α-D-mannopyranosyl)oxy]ethyl}amino)-1,5-dioxopentan-2-yl]amino}-4-oxobutyl)amino]-5-oxopentanoate C(C1=CC=CC=C1)OC(=O)N[C@@H](CCC(=O)OCC1=CC=CC=C1)C(=O)NCCCC(=O)N[C@H](C(=O)NCCO[C@@H]1[C@@H](O)[C@@H](O)[C@H](O)[C@H](O1)CO)CCC(=O)NCCO[C@@H]1[C@@H](O)[C@@H](O)[C@H](O)[C@H](O1)CO